7-(3-bromo-4-((2,4-dimethoxybenzyl)amino)-1H-pyrazolo[4,3-c]pyridin-1-yl)hexahydroindolizin-3(2H)-one BrC1=NN(C2=C1C(=NC=C2)NCC2=C(C=C(C=C2)OC)OC)C2CCN1C(CCC1C2)=O